FC(OC1=CC2=C(C(=NO2)N2C(N3[C@H](C2)C([C@@H](C3)NS(=O)(=O)C)(F)F)=O)C(=C1)C1=C(C=C(C=C1F)F)F)F N-{(6R,7aR)-2-[6-(difluoromethoxy)-4-(2,4,6-trifluorophenyl)-1,2-benzoxazol-3-yl]-7,7-difluoro-3-oxohexahydro-1H-pyrrolo[1,2-c]imidazol-6-yl}methanesulfonamide